BrC=1C(=C(SC1)C)C=1C(=NN(C1)CC)C(F)(F)F 4-(4-bromo-2-methylthiophen-3-yl)-1-ethyl-3-(trifluoromethyl)-1H-pyrazole